FC=1C(=C2C(=NC(=NN2C1)N[C@H]1[C@H](CN(CC1)C)F)OC)C=1C=CC2=C(N(N=N2)C[C@H](C)F)C1 6-fluoro-N-((3S,4R)-3-fluoro-1-methylpiperidin-4-yl)-5-(1-((S)-2-fluoropropyl)-1H-benzo[d][1,2,3]triazol-6-yl)-4-methoxypyrrolo[2,1-f][1,2,4]triazin-2-amine